C(C)(=O)NCCCNC(=O)C1=C(C=C(CC=2C=C(C(=C3CCCC23)OC)C(=O)N[C@H]2CCOC[C@@H]2O)C=C1)F 3-(((7-(4-((3-acetamidopropyl)-carbamoyl)-3-fluorobenzyl)-4-methoxy-2,3-dihydro-1H-inden-5-yl)carbonyl)amino)-1,5-anhydro-2,3-dideoxy-L-threo-pentitol